C(C)C12C3CC(CC31)C2 1-ethyl-tricyclo[2.2.1.02,6]heptane